BrC=1C=C(C(=C(C1)NS(=O)(=O)C1=CC=CC=C1)OCCCN(C)C)F N-(5-Bromo-2-(3-(dimethylamino)propoxy)-3-fluorophenyl)benzenesulfonamide